ClC1=NC(=CC(=C1)C1=C(C=CC(=C1)C(F)(F)F)C1=NN=CN1C)Cl 2,6-dichloro-4-[2-(4-methyl-1,2,4-triazol-3-yl)-5-(trifluoromethyl)phenyl]pyridine